Methyl 2-(4-(6-((4-cyano-2-fluorobenzyl)oxy)pyridin-2-yl)-2-(methylsulfonyl)benzyl)-1-(2-methoxyethyl)-1H-benzo[d]imidazole-6-carboxylate C(#N)C1=CC(=C(COC2=CC=CC(=N2)C2=CC(=C(CC3=NC4=C(N3CCOC)C=C(C=C4)C(=O)OC)C=C2)S(=O)(=O)C)C=C1)F